N-(hydroxymethyl)2-methylprop-2-enamide OCNC(C(=C)C)=O